ClC1=CC=C(C=C1)\C(=C(\C(=O)NC1=C(C(=NN1)C1=CC=NC=C1)C)/F)\F (E)-3-(4-chlorophenyl)-2,3-difluoro-N-(4-methyl-3-(pyridin-4-yl)-1H-pyrazol-5-yl)acrylamide